N-(6-(3-(benzofuran-5-sulfonamido)-2,6-difluorophenyl)quinazolin-2-yl)pivaloamide O1C=CC2=C1C=CC(=C2)S(=O)(=O)NC=2C(=C(C(=CC2)F)C=2C=C1C=NC(=NC1=CC2)NC(C(C)(C)C)=O)F